C2-bromopropane BrC(C)C